2'-Chloro-N-(5-(3,6-dimethyl-pyrazine-2-carbonyl)-5,6-dihydro-4H-pyrrolo[3,4-d]thiazol-2-yl)-5'-methoxy-6-methyl-[4,4'-bipyridine]-3-carboxamide ClC1=NC=C(C(=C1)C1=C(C=NC(=C1)C)C(=O)NC=1SC2=C(N1)CN(C2)C(=O)C2=NC(=CN=C2C)C)OC